C(C)(C)N(C(=O)C1=C(OC=2N=NC=CC2N2CC3(CN(C3)C(CCCNC(OC(C)(C)C)=O)C(C)C)CC2)C=CC(=C1)F)C(C)C tert-butyl (4-(6-(3-(2-(diisopropylcarbamoyl)-4-fluorophenoxy)pyridazin-4-yl)-2,6-diazaspiro[3.4]octan-2-yl)-5-methylhexyl)carbamate